Br(=O)(=O)[O-].[Mn+2].[Co+2].Br(=O)(=O)[O-].Br(=O)(=O)[O-].Br(=O)(=O)[O-] cobalt-manganese bromate